Isopropyl (R,E)-3-(2-((5-(3-((4-fluorophenyl)sulfonamido)phenyl)-3-hydroxypent-4-en-1-yl)oxy)phenyl)propanoate FC1=CC=C(C=C1)S(=O)(=O)NC=1C=C(C=CC1)/C=C/[C@@H](CCOC1=C(C=CC=C1)CCC(=O)OC(C)C)O